spiro[5.5]undecane C1CCCCC12CCCCC2